C(C)(C)(C)C=1C=CC(=C(C1)C1CC2(C1)CCN(CC2)C(=O)C2CC1(C2)NC(CC1)=O)OCC (2r,4s)-2-(2-(5-(tert-butyl)-2-ethoxyphenyl)-7-azaspiro[3.5]nonane-7-carbonyl)-5-azaspiro[3.4]octan-6-one